O1CC(CC1)CNC(=O)C=1N=NN(C1)CCCCN1N=NC(=C1)C(=O)NCC1=NC=CC(=C1)C(F)(F)F 1-(4-{4-[(oxolan-3-ylmethyl)carbamoyl]-1H-1,2,3-triazol-1-yl}butyl)-N-{[4-(trifluoromethyl)pyridin-2-yl]methyl}-1H-1,2,3-triazole-4-carboxamide